C(C)(C)(C)OC(NS(=O)(=O)N1C[C@@](CCC1)(C1=CC=CC=C1)NC(=O)C=1N(C2=CC=C(C(=C2C1)Cl)Cl)C)=O |r| (±)-tert-butyl-N-[[3-[(4,5-dichloro-1-methyl-indole-2-carbonyl)amino]-3-phenyl-1-piperidyl]sulfonyl]carbamate